COC=1C=C(CNC(=O)COC(C=C(C)C)=O)C=CC1OC 3-methylbut-2-enoic acid (3,4-dimethoxybenzyl-carbamoyl)-methyl ester